S-methylthiopentyl isothiocyanate CSCCCCCN=C=S